C12N(CC(NC1)C2)C2=C1C(N(C(C1=C(C(=C2F)F)F)=O)C2C(NC(CC2)=O)=O)=O 4-(2,5-diazabicyclo[2.2.1]heptan-2-yl)-2-(2,6-dioxopiperidin-3-yl)-5,6,7-trifluoroisoindoline-1,3-dione